4-(7-(((1S,2S)-2-(3,4-difluorophenyl)cyclopropyl)amino)-5-(propylthio)-3H-[1,2,3]triazolo[4,5-d]pyrimidin-3-yl)-2-(dimethoxymethyl)tetrahydrofuran-3-ol FC=1C=C(C=CC1F)[C@H]1[C@H](C1)NC=1C2=C(N=C(N1)SCCC)N(N=N2)C2C(C(OC2)C(OC)OC)O